BENZIMIDAMID C(C1=CC=CC=C1)(N)=N